N[C@]1([C@H](CC1)C)C1=C(C=C(C=N1)C=1C=CC2=C(C1)N1[C@H]3C4=C(C(N[C@@H](C1=N2)C3)=O)C=CC=C4OC(F)F)F (7R,14R)-11-{6-[(1R,2S)-1-amino-2-methylcyclobutyl]-5-fluoropyridin-3-yl}-1-(difluoromethoxy)-6,7-dihydro-7,14-methanobenzimidazo[1,2-b][2,5]-benzodiazocin-5(14H)-one